3-Amino-5,6-dimethoxypyridinecarboxamide NC=1C(=NC(=C(C1)OC)OC)C(=O)N